5-bromo-2-methoxy-4-methylbenzenesulfonic acid BrC=1C(=CC(=C(C1)S(=O)(=O)O)OC)C